C1(CC=CCC1)(CN)CN 3-cyclohexenedimethanamine